4-acetyl-benzene C(C)(=O)C1=CC=CC=C1